(S)-{[(tert-butoxy)carbonyl]amino}[4-(difluoromethylidene)cyclohexyl]acetic acid C(C)(C)(C)OC(=O)N[C@H](C(=O)O)C1CCC(CC1)=C(F)F